ClC=1C=C(C=CC1C#N)B(O)O (3-chloro-4-cyanophenyl)boronic acid